C(CCCCCCCC)(=O)OCCSSCCOC(N(CCC(OCCC#C)=O)CCCN)=O 9-(3-aminopropyl)-8,12-dioxo-7,13-dioxa-3,4-dithia-9-azaheptadec-16-yn-1-yl nonanoate